1-[6-[5-[(6-methylpyridazin-3-yl)amino]benzimidazol-1-yl]-2-[2-(trifluoromethyl)morpholin-4-yl]-3-pyridyl]ethanol CC1=CC=C(N=N1)NC1=CC2=C(N(C=N2)C2=CC=C(C(=N2)N2CC(OCC2)C(F)(F)F)C(C)O)C=C1